CC=1SC(=C(N1)C(F)F)C(=O)O methyl-4-difluoromethyl-5-thiazolecarboxylic acid